ClC=1C=CC2=C(C(C3=C(N(S2(=O)=O)C)C=CC=C3)Cl)C1 2,11-Dichloro-6-methyl-6,11-dihydrodibenzo[c,f][1,2]thiazepine 5,5-dioxide